5-(6-(hydroxymethyl)-1H-pyrrolo[2,3-b]pyridin-3-yl)-N-(pyridin-3-yl)pyrazolo[1,5-a]pyridine-3-carboxamide OCC1=CC=C2C(=N1)NC=C2C2=CC=1N(C=C2)N=CC1C(=O)NC=1C=NC=CC1